FC1=C(C=C)C=CC(=C1F)F 2,3,4-trifluorostyrene